C1N(CC12CNC2)CC2CCN(CC2)C=2C=CC=C1C(=NN(C21)C)C2C(NC(CC2)=O)=O 3-(7-(4-((2,6-diazaspiro[3.3]heptan-2-yl)methyl)piperidin-1-yl)-1-methyl-1H-indazol-3-yl)piperidine-2,6-dione